6-amino-2-chloro-5-(trifluoromethyl)nicotinnitrile NC1=NC(=C(C#N)C=C1C(F)(F)F)Cl